1-(tert-butyl) 2-methyl (R)-4-(((trifluoromethyl) sulfonyl) oxy)-2,5-dihydro-1H-pyrrole-1,2-dicarboxylate FC(S(=O)(=O)OC1=C[C@@H](N(C1)C(=O)OC(C)(C)C)C(=O)OC)(F)F